5-[(2S)-3-tert-butoxy-2-[(3R)-1-tert-butoxycarbonylpyrrolidin-3-yl]-3-oxopropyl]pyrazine-2-carboxylic acid C(C)(C)(C)OC([C@@H](CC=1N=CC(=NC1)C(=O)O)[C@@H]1CN(CC1)C(=O)OC(C)(C)C)=O